1-(3-(2-((tert-butyldimethylsilyl)oxy)ethyl)-8-fluoro-6-oxo-1,2,3,4,5,6-hexahydrobenzo[c][1,7]naphthyridin-1-yl)-3-(3-cyano-4-fluorophenyl)-1-methylurea [Si](C)(C)(C(C)(C)C)OCCN1CC(C=2C3=C(C(NC2C1)=O)C=C(C=C3)F)N(C(=O)NC3=CC(=C(C=C3)F)C#N)C